2-(2,6-dioxopiperidin-3-yl)-5-((6-hydroxyhexyl)oxy)isoindoline-1,3-dione O=C1NC(CCC1N1C(C2=CC=C(C=C2C1=O)OCCCCCCO)=O)=O